isotriacontyl alcohol C(CCCCCCCCCCCCCCCCCCCCCCCCCCC(C)C)O